2-(carboxymethyl)thiazolidine-2,4-dicarboxylic acid C(=O)(O)CC1(SCC(N1)C(=O)O)C(=O)O